3-(1,2,5,6-Tetrahydropyridin-3-yl)-1-benzofuran-6-carbonitrile N1CC(=CCC1)C1=COC2=C1C=CC(=C2)C#N